Bis(3-methyl-2-butenyl)sulfid CC(=CCSCC=C(C)C)C